OC1=NC(=C2NC(=NC2=N1)O)O 2,6,8-trishydroxyl-purine